CC1=C(C2=C(N=CN=C2NC2(CC2)C)O1)C(=O)NCC1=NOC(=N1)C 6-methyl-N-[(5-methyl-1,2,4-oxadiazol-3-yl)methyl]-4-[(1-methylcyclopropyl)amino]furo[2,3-d]pyrimidine-5-carboxamide